Piperidin-3-amine N1CC(CCC1)N